N-(2-chloro-6-methylphenyl)-2-((6-(4-(7-((2-(2,6-dioxopiperidin-3-yl)-1,3-dioxoisoindolin-4-yl)amino)-7-oxoheptanoyl)piperazin-1-yl)-2-methylpyrimidin-4-yl)amino)thiazole-5-carboxamide ClC1=C(C(=CC=C1)C)NC(=O)C1=CN=C(S1)NC1=NC(=NC(=C1)N1CCN(CC1)C(CCCCCC(=O)NC1=C2C(N(C(C2=CC=C1)=O)C1C(NC(CC1)=O)=O)=O)=O)C